ClC1=NN2C=3C(CCN(C3C=NC2=C1)C(=O)OC(C)(C)C)(C)COC tert-butyl 4-chloro-13-(methoxymethyl)-13-methyl-2,3,7,10-tetrazatricyclo[7.4.0.02,6]trideca-1(9),3,5,7-tetraene-10-carboxylate